ClC1=CC=C(CN2C(=NC=3N(C(N(C(C23)=O)CCCO)=O)C)C#CCOC2CCCC2)C=C1 7-(4-chlorobenzyl)-8-(3-(cyclopentyloxy)prop-1-yn-1-yl)-1-(3-hydroxypropyl)-3-methyl-3,7-dihydro-1H-purine-2,6-dione